bis-(p-carboxyphenylamino)phenylphosphine C(=O)(O)C1=CC=C(C=C1)NP(C1=CC=CC=C1)NC1=CC=C(C=C1)C(=O)O